CC=1C=CC(=C(C1)C1=CC=CC=C1)C1=C(C=2C(=NC=CC2)N1)CC(C)=O 3-(2-(5-methyl-[1,1'-biphenyl]-2-yl)-1H-pyrrolo[2,3-b]pyridin-3-yl)propanone